2-[1-oxo-4-propan-2-yl-7-(trifluoromethyl)phthalazin-2-yl]acetamide O=C1N(N=C(C2=CC=C(C=C12)C(F)(F)F)C(C)C)CC(=O)N